Tert-butyl (S)-4-(5-chloro-2-propoxybenzyl)-2-methylpiperazine-1-carboxylate ClC=1C=CC(=C(CN2C[C@@H](N(CC2)C(=O)OC(C)(C)C)C)C1)OCCC